(2R,3R,3aS,6S,6aR)-6-((2-amino-3-bromoquinolin-7-yl)methyl)-2-(4-amino-7H-pyrrolo[2,3-d]pyrimidin-7-yl)tetrahydrofuro[3,4-b]furan-3,3a(4H)-diol NC1=NC2=CC(=CC=C2C=C1Br)C[C@@H]1OC[C@]2([C@@H]1O[C@H]([C@@H]2O)N2C=CC1=C2N=CN=C1N)O